NC1=C(C(=NN1C(C)C)C1=CC=C(C=C1)C(C)C(NC1=NOC(=C1)C(C)(CC)C)=O)C(=O)N 5-Amino-1-isopropyl-3-[4-(1-[[5-(2-methylbutan-2-yl)-1,2-oxazol-3-yl]carbamoyl]ethyl)phenyl]pyrazole-4-carboxamide